C1(CC1)C[C@@H]1[C@H]([C@@H]2[C@H](N(C1CC2)C(=O)OC(C)(C)C)C(=O)OCC2=CC=CC=C2)F 3-benzyl 2-tert-butyl (13S,3S,4S,5R,6S)-6-(cyclopropylmethyl)-5-fluoro-2-azabicyclo[2.2.2]octane-2,3-dicarboxylate